BrC1=CC=C(C=C1)CCC(O)S 3-(4-bromophenyl)-sulfanylpropan-1-ol